2-(2,4-dioxo-1,4-dihydroquinazolin-3(2H)-yl)-N-(1-(pyridin-4-yl)ethyl)acetamide O=C1NC2=CC=CC=C2C(N1CC(=O)NC(C)C1=CC=NC=C1)=O